FC(C=1C=C(C=CC1)S(=O)(=O)C1=CC(=CC=C1)C(F)(F)F)(F)F (3-trifluoromethylphenyl) sulfone